OCCCN1N=CC=C1C(=O)N[C@H](C(=O)OCC)C1CCC(CC1)C ethyl (2S)-2-[[2-(3-hydroxypropyl)pyrazole-3-carbonyl]amino]-2-(4-methylcyclohexyl)acetate